N-(4-fluorophenyl)-2-(4H-1,2,4-triazol-4-yl)isonicotinamide FC1=CC=C(C=C1)NC(C1=CC(=NC=C1)N1C=NN=C1)=O